N(=[N+]=[N-])CC1=C(C=C(C=C1)OC)OC 1-(azidomethyl)-2,4-dimethoxybenzene